OCCN1CC(=CC=C1)NC(OC(C)(C)C)=O tert-butyl N-[(3R)-1-(2-hydroxyethyl)pyridin-3-yl]carbamate